2-[4-[(5R)-2,6-diazaspiro[4.5]decan-2-yl]-1H-pyrrolo[2,3-b]pyridin-3-yl]thiazole C1N(CC[C@@]12NCCCC2)C2=C1C(=NC=C2)NC=C1C=1SC=CN1